tert-butyl 7-benzyl-4-p-toluenesulfonyl-8b-(trifluoromethyl)-3,3a,4,8b-tetrahydro-2H-furo[3,2-b]indole-3-carboxylate C(C1=CC=CC=C1)C1=CC=2C3(C(N(C2C=C1)S(=O)(=O)C1=CC=C(C)C=C1)C(CO3)C(=O)OC(C)(C)C)C(F)(F)F